boron tributoxide [O-]CCCC.[O-]CCCC.[O-]CCCC.[B+3]